C1(CC1)N1C2=C(N=C(C3=C1C=CC=C3)N3CCN(CC3)C)C=CC=C2 5-cyclopropyl-11-(4-methylpiperazin-1-yl)-5H-dibenzo[b,e][1,4]diazepine